6-hydroxy-4-(6-(6-(2-(methylsulfonyl)benzyl)-3,6-diazabicyclo[3.1.1]heptan-3-yl)pyridin-3-yl)pyrazolo[1,5-a]pyridin-3-carbonitrile OC=1C=C(C=2N(C1)N=CC2C#N)C=2C=NC(=CC2)N2CC1N(C(C2)C1)CC1=C(C=CC=C1)S(=O)(=O)C